2-[(1Z)-5-fluoro-1-{[4-(4-fluorophenoxy)phenyl]methylidene}-2-methyl-1H-inden-3-yl]-N-(2-hydroxyethyl)acetamide FC=1C=C2C(=C(/C(/C2=CC1)=C/C1=CC=C(C=C1)OC1=CC=C(C=C1)F)C)CC(=O)NCCO